ClC1=C(COC2=C(OC=C2)C=O)C=CC(=C1)Cl ((2,4-dichlorobenzyl)oxy)furan-2-carbaldehyde